C(C)(C)(C)OC(NCC1=CC(=CC=C1)N1N=C(C=C1C(NC1=CC(=CC=C1)C(C1=CC=C(C=C1)O)NCC1CC1)=O)C(F)(F)F)=O.CN(C(C)=O)C N,N-Dimethyl-acetamide tert-Butyl-3-(5-((3-(((cyclopropylmethyl)amino)(4-hydroxyphenyl)methyl)phenyl)carbamoyl)-3-(trifluoromethyl)-1H-pyrazol-1-yl)benzylcarbamate